[N+](=O)([O-])C1=CC(=CC=2CC3N(C12)C(OC3)=O)S(=O)(=O)Cl 5-nitro-3-oxo-1,3,9,9a-tetrahydrooxazolo[3,4-a]indole-7-sulfonyl chloride